C(C)(C)OC(C)(C)C=1N=CSC1 4-(2-isopropoxypropan-2-yl)thiazol